OC1=CC=C(OC2=CC=C(C=C2)C(=O)O)C=C1 4-(4-hydroxyphenoxy)benzenecarboxylic acid